6-chloro-1-(6-methylpyridin-2-yl)-1H-indazole-5-carboxylic acid ClC1=C(C=C2C=NN(C2=C1)C1=NC(=CC=C1)C)C(=O)O